FC(OC(CCN1N=C(C=2[C@@H](C(CCC12)(F)F)O)C(F)(F)F)C)F (4S)-1-[3-(difluoromethoxy)butyl]-5,5-difluoro-3-(trifluoromethyl)-6,7-dihydro-4H-indazol-4-ol